5-[3-methyl-4-[2-(4-pentylphenyl)ethynyl]phenyl]-2,1,3-benzothiadiazole CC=1C=C(C=CC1C#CC1=CC=C(C=C1)CCCCC)C1=CC=2C(=NSN2)C=C1